FC1=CC=C(C(=C1C#N)C)N1CN(C(C2=CC(=CC=C12)C(F)(F)F)=O)C=1C(=NC(=CC1)OC)C 6-fluoro-3-(3-(6-methoxy-2-methylpyridin-3-yl)-4-oxo-6-(trifluoromethyl)-3,4-dihydroquinazolin-1(2H)-yl)-2-methylbenzonitrile